CC1=CC(=NC(=C1)C)SC=1N=NC=CC1C(=O)NO 3-[(4,6-Dimethylpyridin-2-yl)sulfanyl]-N-hydroxypyridazine-4-carboxamide